COC(C(CN1C[C@H](CCC1)C1CCN(CC1)C(=O)OC(C)(C)C)C)=O tert-butyl (3R)-1-(3-methoxy-2-methyl-3-oxopropyl)-[3,4'-bipiperidine]-1'-carboxylate